chloro-4-phenyl-2,3-dihydrofuro[2,3-b]quinoline ClC1CC=2C(=NC3=CC=CC=C3C2C2=CC=CC=C2)O1